CO[Si](I)(I)OC dimethoxydiiodosilane